CC1=CC2=C(C(=C1C3=C(C4=C(C=C3C)O[C@]5(C(=O)C=CC(=O)C5=C4O)C)O)O)C(=C6C(=O)C=C[C@@H]([C@@]6(O2)C)O)O The molecule is a biaryl that is 5',10a'-dihydro-9H,9'H-2,2'-bixanthene-5,9,9'(10aH)-trione substituted by hydroxy groups at positions 1, 1', 5', 8 and 8' and methyl groups at positions 3, 3', 10a and 10a'. Isolated from the cultures of a Hawaiian isolate of the fungus Phoma species, it exhibits antibacterial and antifungal activities. It has a role as an antibacterial agent and a fungal metabolite. It is a biaryl, a polyphenol, a polyketide and a member of xanthones.